C(C)(C)(C)S(=O)N[C@@H]1[C@@H](OCC12CCN(CC2)C(=O)OC(C)(C)C)C Tert-butyl (3S,4S)-4-((tert-butylsulfinyl)amino)-3-methyl-2-oxa-8-azaspiro[4.5]decan-8-carboxylate